2-(3-(allylamino)-5-((1r,3r)-3-methoxy-1-(4-methyl-4H-1,2,4-triazol-3-yl)cyclobutyl)phenyl)-6-(((1-methylcyclobutyl)amino)methyl)-4-(trifluoromethyl)-isoindolin-1-one C(C=C)NC=1C=C(C=C(C1)C1(CC(C1)OC)C1=NN=CN1C)N1C(C2=CC(=CC(=C2C1)C(F)(F)F)CNC1(CCC1)C)=O